OC[C@H]1[C@@](CCC1)(O)C (1R,2S)-2-(hydroxymethyl)-1-methylcyclopentane-1-ol